FC1=C2C(NC(=NC2=CC(=C1)OCC1CCN(CC1)C(COC)=O)CSC1CCOCC1)=O 5-Fluoro-7-((1-(2-methoxyacetyl)piperidin-4-yl)methoxy)-2-(((tetrahydro-2H-pyran-4-yl)thio)methyl)quinazolin-4(3H)-one